(2S,4r)-1-[(2S)-2-[4-(3,4-difluorophenyl)triazol-1-yl]-3,3-dimethyl-butyryl]-4-hydroxy-N-methyl-pyrrolidine-2-carboxamide FC=1C=C(C=CC1F)C=1N=NN(C1)[C@H](C(=O)N1[C@@H](C[C@H](C1)O)C(=O)NC)C(C)(C)C